O=C1NC(CCC1C1=NN(C2=C(C=CC=C12)OCC(=O)NC1=C(NC=C1C(=O)OCC)C(=O)OCC)C)=O Diethyl 3-(2-((3-(2,6-dioxopiperidin-3-yl)-1-methyl-1H-indazol-7-yl)oxy)-acetamido)-1H-pyrrole-2,4-dicarboxylate